2-bromo-3,4,5-trimethylaniline BrC1=C(N)C=C(C(=C1C)C)C